N[C@@]1(CN(CC1)C1=C(C=NC(=C1C1=CC(=C(C=C1)F)F)C)C(=O)N[C@H](C(F)(F)F)C)C 4-[(3S)-3-amino-3-methylpyrrolidin-1-yl]-5-(3,4-difluorophenyl)-6-methyl-N-[(2S)-1,1,1-trifluoropropan-2-yl]pyridine-3-carboxamide